3-Oxoazaphenylamine O=C1NC(=CC=C1)N